(R)-6-fluoro-1-(2-(hydroxy-methyl)phenyl)-4-oxo-7-(2-((pyridin-2-yloxy)methyl)pyrrolidin-1-yl)-1,4-dihydro-quinoline-3-carboxylic acid FC=1C=C2C(C(=CN(C2=CC1N1[C@H](CCC1)COC1=NC=CC=C1)C1=C(C=CC=C1)CO)C(=O)O)=O